rac-4-(((2S,3R,4R)-1-acetyl-2,3-dimethyl-6-(1,2,3,6-tetrahydropyridin-4-yl)-1,2,3,4-tetrahydroquinolin-4-yl)amino)benzonitrile C(C)(=O)N1[C@H]([C@@H]([C@H](C2=CC(=CC=C12)C=1CCNCC1)NC1=CC=C(C#N)C=C1)C)C |r|